FC1=C(C=C2C=C(N=CC2=C1)NC(=O)C1CC12CCOCC2)C2CCN(CC2)C2(COCC2O)C N-(7-fluoro-6-(1-(4-hydroxy-3-methyltetrahydrofuran-3-yl)piperidin-4-yl)isoquinolin-3-yl)-6-oxaspiro[2.5]octane-1-carboxamide